6-(3,5-dimethylpyrazol-1-yl)-2-[1-(7-methoxy-1-benzofuran-2-carbonyl)piperidin-4-yl]pyridazin-3-one CC1=NN(C(=C1)C)C=1C=CC(N(N1)C1CCN(CC1)C(=O)C=1OC2=C(C1)C=CC=C2OC)=O